C(=O)(O)C[C@]1(OB(OC(C1)=O)[C@H](CC1=C(C(=CC=C1)C(=O)OCOC(C(CC)CC)=O)O)NC(CC)=O)C(=O)O (R)-4-(carboxymethyl)-2-((R)-2-(3-((((2-ethylbutanoyl)oxy)methoxy)carbonyl)-2-hydroxyphenyl)-1-propionamidoethyl)-6-oxo-1,3,2-dioxaborinane-4-carboxylic acid